C(C)OC(=O)C1=C(N=NN1C[Si](C)(C)C)C=1C=NC(=CC1)C 1-Trimethylsilylmethyl-4-(6-methylpyridin-3-yl)-1H-1,2,3-triazole-5-carboxylic acid ethyl ester